2-(4-chlorobenzoylamino)-5-(5-nitrothiophen-2-yl)methyleneaminothiophene-3,4-dicarboxylic acid diethyl ester C(C)OC(=O)C1=C(SC(=C1C(=O)OCC)N=CC=1SC(=CC1)[N+](=O)[O-])NC(C1=CC=C(C=C1)Cl)=O